tert-butyl-4-(2-aminophenyl)piperazine-1-carboxylic acid C(C)(C)(C)C1N(CCN(C1)C1=C(C=CC=C1)N)C(=O)O